2-(4-(((5-Cyclopropyl-3-(2,6-dichlorophenyl)isoxazol-4-yl)methoxy)methyl)bicyclo[2.2.2]octan-1-yl)oxazol C1(CC1)C1=C(C(=NO1)C1=C(C=CC=C1Cl)Cl)COCC12CCC(CC1)(CC2)C=2OC=CN2